C(C(C)C)OC=1C=C(C=C(C1)C)B(O)O 3-ISOBUTOXY-5-METHYLPHENYLBORONIC ACID